ClC1=C2C(=C(N=N1)N[C@H]1CN(CCC1)C)N(C=N2)C (R)-4-chloro-1-methyl-N-(1-methylpiperidin-3-yl)-1H-imidazo[4,5-d]pyridazine-7-amine